COC=1C2=C(N=C(N1)OCC1(CC1)CN(C)C)CNCC2 1-(1-(((4-methoxy-5,6,7,8-tetrahydropyrido[3,4-d]pyrimidin-2-yl)oxy)methyl)cyclopropyl)-N,N-dimethylmethanamine